N1C(CNCCCC1)C1CCCCCCC1 1,4-diaza[2,2]bicyclooctane